methyl (E)-3-methoxy-2-(2-methyl-5-phenyl-phenoxy)prop-2-enoate CO/C=C(\C(=O)OC)/OC1=C(C=CC(=C1)C1=CC=CC=C1)C